C(C)OC(C(C)(C)C1=CC=C(C=C1)CCBr)=O 2-[4-(2-bromoethyl)phenyl]-2-methylpropanoic acid ethyl ester